N1(N=CC=C1)C1CCN(CC1)CC1=C2C(=NC(=C1)C=1C=C3CN(C(C3=CC1)=O)C1C(NC(CC1)=O)=O)N(C=C2)C 3-(5-(4-((4-(1H-pyrazol-1-yl)piperidin-1-yl)methyl)-1-methyl-1H-pyrrolo[2,3-b]pyridin-6-yl)-1-oxoisoindolin-2-yl)piperidine-2,6-dione